methyl 2-[1-(3-bromo-5-methoxyphenyl)pyrazol-4-yl]acetate BrC=1C=C(C=C(C1)OC)N1N=CC(=C1)CC(=O)OC